1,3,6-tetrahydrophthalic acid C1C=CCC(C1C(=O)O)C(=O)O